C[C@H]1N(C[C@@H](N(C1)C1=NC=CC2=C1C(=CN2)C(F)(F)F)C)C(=O)OC(C)(C)C tert-butyl (2R,5S)-2,5-dimethyl-4-(3-(trifluoromethyl)-1H-pyrrolo[3,2-c]pyridin-4-yl)piperazine-1-carboxylate